3-methoxyasparagine COC([C@H](N)C(=O)O)C(N)=O